(2R)-4-[[4-(3-cyanophenyl)-5-(2,6-dimethyl-4-pyridinyl)thiazol-2-yl]carbamoyl]-2-methyl-piperazine-1-carboxylic acid tert-butyl ester C(C)(C)(C)OC(=O)N1[C@@H](CN(CC1)C(NC=1SC(=C(N1)C1=CC(=CC=C1)C#N)C1=CC(=NC(=C1)C)C)=O)C